5-[(2-{2'-chloro-5'-methoxy-6-methyl-[4,4'-bipyridine]-3-amido}-[1,3]thiazolo[5,4-b]pyridin-5-yl)amino]pentanoic acid ClC1=NC=C(C(=C1)C1=C(C=NC(=C1)C)C(=O)NC=1SC2=NC(=CC=C2N1)NCCCCC(=O)O)OC